N1=CC(=CC=C1)[C@H]1[C@@H](CNC1)C(=O)OC |o1:6,7| rel-methyl (3S,4R)-4-(pyridin-3-yl)pyrrolidine-3-carboxylate